O=C1C=C(OC2=C1C=CC=1NC(=NC12)C(F)(F)F)C1=CC=C(C#N)C=C1.[Na] sodium 4-(6-oxo-2-(trifluoromethyl)-3,6-dihydrochromeno[7,8-d]imidazol-8-yl)benzonitrile